(1S,3R)-3-acetoxycyclohexyl (R)-3,3,3-trifluoro-2-methoxy-2-phenylpropionate FC([C@](C(=O)O[C@@H]1C[C@@H](CCC1)OC(C)=O)(C1=CC=CC=C1)OC)(F)F